CC1CCOC1(C)C 4,5,5-trimethyltetrahydrofuran